C1(=CC=CC=C1)N1C2=CC=CC=C2C=2C=C(C=CC12)C=1C=CC=2N(C3=CC=CC=C3C2C1)C1=CC=CC=C1 diphenyl-3,3'-bi[9H-carbazole]